bicyclo[2.2.2]oct-2,5-diene C12C=CC(C=C1)CC2